N1C(=CC=C1)[SiH3] monoazolyl-silane